CC=1C=CC=C2C(C=C(OC12)C(=O)NC=1SC(=NN1)C(C)C)=O 8-methyl-4-oxo-N-(5-propan-2-yl-1,3,4-thiadiazol-2-yl)chromene-2-carboxamide